N-(ethylpropyl)-3,4-dimethyl-2,6-dinitroaniline CCOC(=O)C(CC#N)C#N